hydrazine hydrochloride salt Cl.NN